dodecyltrimethylammonium chloride [Cl-].C(CCCCCCCCCCC)[N+](C)(C)C